3-(1,4-thiazinan-4-ylsulfonyl)aniline S1CCN(CC1)S(=O)(=O)C=1C=C(N)C=CC1